3-(1,3-Dioxoisoindolin-2-yl)-2-(4-methyl-2-oxopyridin-1(2H)-yl)propionic acid O=C1N(C(C2=CC=CC=C12)=O)CC(C(=O)O)N1C(C=C(C=C1)C)=O